3-hydroxycyclohex-2-ene-1-one OC1=CC(CCC1)=O